[Pb+2].P(=O)([O-])([O-])[O-].[Ca+2].[Ca+2].[Ca+2] tri-calcium phosphate lead